CC(C)(CCCCCCCCCCCCCCCCC)C=1NC(OC1)=O 4-(2-methylnonadecan-2-yl)oxazol-2(3H)-one